O1CCCC=C1B1OC(C)(C)C(C)(C)O1 3,4-dihydro-2H-pyran-6-boronic acid pinacol ester